2-(1-Methyl-1H-pyrazol-4-yl)-N-(1,1,1-trifluoro-3-hydroxybutan-2-yl)-6-[4-(trifluoromethoxy)phenyl]pyrimidin CN1N=CC(=C1)C1N(C(=CC=N1)C1=CC=C(C=C1)OC(F)(F)F)C(C(F)(F)F)C(C)O